CC1=C(CN[C@@H](CCO[C@@H]2C[C@@H](C2)CCC2=NC=3NCCCC3C=C2)C(=O)O)C(=CC=N1)C N-(2,4-dimethylnicotinyl)-O-(cis-3-(2-(5,6,7,8-tetrahydro-1,8-naphthyridin-2-yl)ethyl)cyclobutyl)homoserine